C1(=CC=CC=C1)C1=CC=C(C=C1)C1=CC(=CC=C1)N1C2=CC=CC=C2C=2C1=CC=C1C3=CC=CC=C3N(C21)C2=CC=1C3=CC=CC=C3C3=CC=CC=C3C1C=C2 5-(4'-phenyl-1,1'-biphenyl-3-yl)-12-(triphenylene-2-yl)-5H,12H-indolo[3,2-a]carbazole